C1CCC2=CC(=CC=C12)C1CC(C1)N(C(=O)C1CC2(C1)NC(OC2)=O)C (2s,4S)-N-((1s,3S)-3-(2,3-Dihydro-1H-inden-5-yl)cyclobutyl)-N-methyl-6-oxo-7-oxa-5-azaspiro[3.4]octane-2-carboxamide